(3-chloro-5-fluoro-phenyl)-2-azaspiro[3.5]nonane-7-carboxamide ClC=1C=C(C=C(C1)F)C1NCC12CCC(CC2)C(=O)N